3-((4-(decyloxy)phenyl)sulfonyl)-6-(methylsulfinyl)quinolin-4-yl-[1,4':1',4''-terpiperidin]-3-ol C(CCCCCCCCC)OC1=CC=C(C=C1)S(=O)(=O)C=1C=NC2=CC=C(C=C2C1C1N(CCCC1O)C1CCN(CC1)C1CCNCC1)S(=O)C